lauroylpropyl-dimethyl-ammonium C(CCCCCCCCCCC)(=O)[N+](C)(C)CCC